BrC=1C=C(CNCCC2=C(C=CC(=C2)OC)OC)C=C(C1)C N-(3-bromo-5-methylbenzyl)-2-(2,5-dimethoxyphenyl)ethan-1-amine